7-(2-((1-((dimethylamino)methyl)cyclopropyl)methoxy)-7-(8-ethyl-7-fluoro-3-hydroxynaphthalen-1-yl)-6,8-difluoroquinazolin-4-yl)-1,3,7-triazaspiro[4.5]decan-2-one CN(C)CC1(CC1)COC1=NC2=C(C(=C(C=C2C(=N1)N1CC2(CNC(N2)=O)CCC1)F)C1=CC(=CC2=CC=C(C(=C12)CC)F)O)F